4-(4-chlorophenyl)-1-(6,7-dihydroxy-1,2,3,4-tetrahydroisoquinolin-2-yl)butan-1-one ClC1=CC=C(C=C1)CCCC(=O)N1CC2=CC(=C(C=C2CC1)O)O